ethyl (Z)-3-(4-fluorophenyl)-2-(hydroxyimino)-3-oxopropanoate FC1=CC=C(C=C1)C(/C(/C(=O)OCC)=N/O)=O